4-(2-pyridyldithio)-2-sulfobutanoic acid N1=C(C=CC=C1)SSCCC(C(=O)O)S(=O)(=O)O